(3R,4R)-4-{[5-chloro-7-(1-ethylcyclobutyl)imidazo[4,3-f][1,2,4]triazin-2-yl]amino}piperidin-3-ol hydrochloride Cl.ClC=1N=C(N2N=C(N=CC21)N[C@H]2[C@@H](CNCC2)O)C2(CCC2)CC